2-((3-(trifluoromethyl)pyrrolidin-1-yl)methyl)acrylic acid FC(C1CN(CC1)CC(C(=O)O)=C)(F)F